N12CCCCC2CCC1 azabicyclo(4.3.0)nonane